C(CCC)C1N(S(C2=C(N(C1)C1=CC=CC=C1)C=C(C(=C2)O/C=C/P(O)(O)=O)SC)(=O)=O)C (E)-(2-((3-butyl-2-methyl-7-(methylthio)-1,1-dioxido-5-phenyl-2,3,4,5-tetrahydrobenzo[f][1,2,5]thiadiazepin-8-yl)oxy)vinyl)phosphonic acid